N-methyl-5-(4,4,5,5-tetramethyl-1,3,2-dioxaborolan-2-yl)picolinamide CNC(C1=NC=C(C=C1)B1OC(C(O1)(C)C)(C)C)=O